ClC1=C(C=CC=C1C1=C(C=CC(=C1)Cl)Cl)[C@@]1(CC(N(C(N1)=N)C1CCN(CC1)C)=O)C (6S)-6-[2-Chloro-3-(2,5-dichloro-phenyl)phenyl]-2-imino-6-methyl-3-(1-methylpiperidin-4-yl)-hexahydropyrimidin-4-one